OCCCOC(C=C)=O Hydroxypropylacrylat